C12(CCC(C1)C2)C(=O)N2C[C@@H](N(C[C@H]2C)C=2C1=C(N=CN2)N(CC12CCC2)C2=NC=CC(=C2)C#N)C 2-[4-[(2S,5R)-4-(bicyclo[2.1.1]hexane-1-carbonyl)-2,5-dimethylpiperazin-1-yl]spiro[6H-pyrrolo[2,3-d]pyrimidine-5,1'-cyclobutane]-7-yl]pyridine-4-carbonitrile